BrC1=CC=C(C=C1)N1N=C(C(=C1)C1OC(CN1)C)C1=CC=C(C=C1)F 2-(1-(4-bromophenyl)-3-(4-fluorophenyl)-1H-pyrazol-4-yl)-5-methyloxazolidine